O1OC(C1)C(=[Se])[SeH] dioxetanediselenic acid